2-(benzyloxy)-5-(((2-hydroxyethyl)amino)methyl)phenol C(C1=CC=CC=C1)OC1=C(C=C(C=C1)CNCCO)O